C1(C=CC(N1CC(=O)OC1C(=O)NC(C1)=O)=O)=O maleimidoacetyl-oxysuccinimide